4-(4-fluorophenyl)-2-methyl-3,5-dioxo-2,3,4,5-tetrahydro-1,2,4-triazine-6-carboxamide FC1=CC=C(C=C1)N1C(N(N=C(C1=O)C(=O)N)C)=O